2-amino-5-(1-(1-(tetrahydro-2H-pyran-4-yl)piperidin-4-yl)-1H-indazol-5-yl)nicotinic acid NC1=C(C(=O)O)C=C(C=N1)C=1C=C2C=NN(C2=CC1)C1CCN(CC1)C1CCOCC1